3-methyl-3-[(pyridin-2-yl)amino]butanoic acid CC(CC(=O)O)(C)NC1=NC=CC=C1